8-chloro-1-(2,6-dichlorophenyl)-5-((1,3-dihydroxypropan-2-yl)oxy)-2-(hydroxymethyl)-1,6-naphthyridin-4(1H)-one ClC=1C=NC(=C2C(C=C(N(C12)C1=C(C=CC=C1Cl)Cl)CO)=O)OC(CO)CO